The molecule is an organosulfonate oxoanion obtained by the removal of two protons from N-ethyl-4-[(4-{ethyl[(3-sulfophenyl)methyl]amino}phenyl)(4-sulfophenyl)methylidene]-N-[(3-sulfophenyl)methyl]cyclohexa-2,5-dien-1-iminium (the free acid form of the biological stain 'acid green 5'). It is a conjugate base of an acid green 5(1+). CCN(CC1=CC(=CC=C1)S(=O)(=O)[O-])C2=CC=C(C=C2)C(=C3C=CC(=[N+](CC)CC4=CC(=CC=C4)S(=O)(=O)[O-])C=C3)C5=CC=C(C=C5)S(=O)(=O)[O-]